3-trifluoromethyl-4,4'-dichloro-N,N-diphenyl-urea FC(NC(N(C1=CC=C(C=C1)Cl)C1=CC=C(C=C1)Cl)=O)(F)F